ClC=1C=C(C=C(C1)NS(=O)(=O)CC)NC(=O)C1=CN(C(=C1)C1=NC=C(C=C1)F)C N-(3-chloro-5-(ethylsulfonamido)phenyl)-5-(5-fluoropyridin-2-yl)-1-methyl-1H-pyrrole-3-carboxamide